4-[5-(trifluoromethyl)-1,2,4-oxadiazol-3-yl]benzamide FC(C1=NC(=NO1)C1=CC=C(C(=O)N)C=C1)(F)F